CC1=CC=C(C=C1)S(=O)(=O)OCCC1CN(C1)C(=O)OCCCC butyl 3-[2-[(4-methylbenzenesulfonyl)oxy]ethyl]azetidine-1-carboxylate